P(SCC(CCC[Si](C)(OC)OC)CCC[Si](OC)(OC)C)([O-])=S bis-(3-methyldimethoxysilyl-1-propyl)-ethyl dithiophosphonate